N1[C@@H](CCC1)C(=O)O E-L-proline